tert-butyl 4-(((2-(3-((2-methoxy-4-(methylsulfonyl)phenyl)amino)prop-1-yn-1-yl)-3-(2,2,2-trifluoroethyl)benzo[b]thiophen-7-yl)amino)methyl)piperidine-1-carboxylate COC1=C(C=CC(=C1)S(=O)(=O)C)NCC#CC1=C(C2=C(S1)C(=CC=C2)NCC2CCN(CC2)C(=O)OC(C)(C)C)CC(F)(F)F